ClC=1C=C2CC(C(C2=CC1Cl)=O)=O 5,6-dichloroindandione